CC(CCC(=O)O)CCCC(C)C 4,8-Dimethylnonanoic acid